N-methylol(methyl)acrylamide C(O)NC(C(=C)C)=O